5-(N-(4-(benzyloxy)benzyl)-[1,1'-biphenyl]-4-sulfonylamino)benzofuran-2-carboxylic acid ethyl ester C(C)OC(=O)C=1OC2=C(C1)C=C(C=C2)N(CC2=CC=C(C=C2)OCC2=CC=CC=C2)S(=O)(=O)C2=CC=C(C=C2)C2=CC=CC=C2